NC=1C=C(C(=O)NC2=CC(=CC=C2)C(F)(F)F)C=C(C1)N 3,5-diamino-3'-trifluoromethylbenzoanilide